(1R,3S)-cyclohexane-1,3-diamine dihydrochloride Cl.Cl.[C@@H]1(C[C@H](CCC1)N)N